ethyl (E)-4-((2-((1S,3R)-3-((5-cyano-4-methoxypyrimidin-2-yl)amino)cyclohexyl)-1-methyl-1H-benzo[d]imidazol-5-yl)amino)-4-oxobut-2-enoate C(#N)C=1C(=NC(=NC1)N[C@H]1C[C@H](CCC1)C1=NC2=C(N1C)C=CC(=C2)NC(/C=C/C(=O)OCC)=O)OC